ClC1=CC=C(C(=N1)NC1=CC=C(CNC(OC(C)(C)C)=O)C=C1)[N+](=O)[O-] tert-butyl (4-((6-chloro-3-nitropyridin-2-yl)amino)benzyl)carbamate